ethyl 5-cyanobicyclo[2.2.1]heptan-2-ene-5-carboxylate C(#N)C1(C2C=CC(C1)C2)C(=O)OCC